C12C(C3CC(CC(C1)C3)C2)NC(CN2C(C(=CC=C2)NC([C@H](CCC(C(=O)NC)=O)NC(=O)C2=C(N=C(S2)C2=CC=CC=C2)C)=O)=O)=O (S)-N1-(1-(2-(2-Adamantylamino)-2-oxoethyl)-2-oxo-1,2-dihydropyridin-3-yl)-N6-methyl-2-(4-methyl-2-phenylthiazol-5-carboxamido)-5-oxohexandiamid